3-methyl-butan CC(CC)C